C1(=CC=CC=C1)[SiH](F)NC1CCCCC1 phenylcyclohexylaminofluorosilane